3α,7α-dihydroxy-5β-cholanic acid O[C@H]1C[C@H]2C[C@H]([C@H]3[C@@H]4CC[C@H]([C@@H](CCC(=O)O)C)[C@]4(CC[C@@H]3[C@]2(CC1)C)C)O